ClC1=NC(=C2N=CN(C2=N1)C[C@@H]1OC[C@H]([C@H]1O)O)NCC1=CC(=CC=C1)Cl (2S,3R,4R)-2-((2-chloro-6-((3-chlorobenzyl)amino)-9H-purin-9-yl)methyl)tetrahydrofuran-3,4-diol